N1C=CC2=CC=C(C=C12)CNC(=O)C=1NC=C(C1)C(C)=O N-((1H-indol-6-yl)methyl)-4-acetyl-1H-pyrrole-2-carboxamide